B(OC1=CC(=CC(=C1)C(F)(F)F)C(F)(F)F)(OC1=C(C=CC(=C1)C(F)(F)F)C(F)(F)F)[O-] (3,5-bis(trifluoromethyl) phenyl) (2,5-bis(trifluoromethyl) phenyl) borate